1-(4-bromo-phenyl)-3-(2-hydroxyphenyl)-2-propene BrC1=CC=C(C=C1)CC=CC1=C(C=CC=C1)O